NOCC[S+](C)C[C@@H]1[C@H]([C@H]([C@@H](O1)N1C=NC=2C(N)=NC=NC12)O)O [2-(amino-oxy)ethyl](5'-deoxyadenosin-5'-yl)(methyl)sulfonium